4-(trans-2-(cyclobutylamino)-cyclopropyl)-N-(5-methyl-1,3,4-thiadiazol-2-yl)thiophene-2-carboxamide C1(CCC1)N[C@H]1[C@@H](C1)C=1C=C(SC1)C(=O)NC=1SC(=NN1)C